C(C)(C)(C)OC(NC1CCN(CC1)C1=NC=CC(=C1OC)C1=CC(=C(C=C1)C#N)F)=O (1-(4-(4-cyano-3-fluorophenyl)-3-Methoxypyridin-2-yl)piperidin-4-yl)carbamic acid tert-butyl ester